COC1=CC=C(CSCC[C@H]2N([C@H]3CCCC[C@@H]3N(C2)C(=O)OC(C)(C)C)C(=O)OC(C)(C)C)C=C1 di-tert-butyl (2R,4aS,8aS)-2-(2-((4-methoxybenzyl)thio)ethyl)octahydroquinoxaline-1,4-dicarboxylate